FC1=C2C(=CC(=CC2=CC=C1F)B1OC(C(O1)(C)C)(C)C)OCOC 2-[5,6-difluoro-4-(methoxymethoxy)-2-naphthyl]-4,4,5,5-tetramethyl-1,3,2-dioxaborolane